(R)-N-(3-{2,2,2-trifluoro-1-[6-(2-methyl-2H-1,2,3-triazol-4-yl)pyridin-3-yl]ethoxy}quinoxalin-2-yl)propane-1-sulfonamide FC([C@H](OC=1C(=NC2=CC=CC=C2N1)NS(=O)(=O)CCC)C=1C=NC(=CC1)C1=NN(N=C1)C)(F)F